BrC1=C(C(N(C=C1)C)=O)C(F)(F)F 4-bromo-1-methyl-3-(trifluoromethyl)pyridin-2(1H)-one